O1C(=NC2=C1C=CC=C2)C=2C=CC=CC2C#N 5-(benzo[d]oxazol-2-yl)-6-cyanobenzene